(2r,3r,4r,5r)-5-(2,6-dichloro-9H-purin-9-yl)-2-(benzoyloxymethyl)-4-fluoro-4-methyltetrahydrofuran-3-ylbenzoate ClC1=NC(=C2N=CN(C2=N1)[C@H]1[C@]([C@@H]([C@H](O1)COC(C1=CC=CC=C1)=O)OC(C1=CC=CC=C1)=O)(C)F)Cl